(7R,14R)-1-(difluoromethoxy)-6-(methyl-d3)-11-((tetrahydro-2H-pyran-4-yl)ethynyl)-6,7-dihydro-7,14-methanobenzo[f]benzo[4,5]imidazo[1,2-a][1,4]diazocin-5(14H)-one FC(OC1=CC=CC=2C(N([C@H]3C=4N([C@@H](C21)C3)C3=C(N4)C=CC(=C3)C#CC3CCOCC3)C([2H])([2H])[2H])=O)F